C1(=CC=C(C=C1)C(=O)O)C1=CC(=CC=C1)C1=CC=CC=C1 [1,1':3',1'']-terphenyl-4-carboxylic acid